6-[(2S)-2-aminobutyl]-2-chloro-N-[(furan-2-yl)methyl]-7-methylthieno[3,2-d]pyrimidin-4-amine N[C@H](CC1=C(C=2N=C(N=C(C2S1)NCC=1OC=CC1)Cl)C)CC